OC=1C=CC(=NC1)NC(C1=CC=C(C=C1)C(C)C)=O N-(5-hydroxypyridin-2-yl)-4-isopropylbenzamide